BrC1=C(C=CC=C1Br)CC(O)C1=C(C=C(C#N)C=C1)F 4-(2-(2,3-dibromophenyl)-1-hydroxyethyl)-3-fluorobenzonitrile